FC1=CC=C(C(=O)O)C=C1C(F)(F)F 4-fluoro-5-(trifluoromethyl)benzoic acid